FC=1C(=NC=CC1C1=CC=2C(NC(C(C2N1)([2H])[2H])([2H])[2H])=O)O 2-(3-fluoro-2-hydroxypyridin-4-yl)-1,5,6,7-tetrahydro-4H-pyrrolo[3,2-c]pyridin-4-one-6,6,7,7-d4